CN1N=C(C=2C1=CN=C(C2)NC(=O)C2CC2)C2=CC(=CC=C2)C=2C=NN(C2)[C@H]2COCC2 (R)-N-(1-methyl-3-(3-(1-(tetrahydrofuran-3-yl)-1H-pyrazol-4-yl)phenyl)-1H-pyrazolo[3,4-c]pyridin-5-yl)cyclopropanecarboxamide